F[C@H]1[C@@]2(CC[C@](CC1=O)(N2C(=O)OC(C)(C)C)C)C |r| rac-tert-butyl (1S,2S,5R)-2-fluoro-1,5-dimethyl-3-oxo-8-azabicyclo[3.2.1]octane-8-carboxylate